FC1=CC(=CC2=CN(N=C12)C)NC(=O)C=1C=CC(=C2C=NC(=NC12)OC1CC(C1)OC)N1C[C@@H](N([C@@H](C1)C)C(=O)OC(C)(C)C)C tert-butyl (2S,6R)-4-[8-[(7-fluoro-2-methyl-indazol-5-yl)carbamoyl]-2-(3-methoxycyclobutoxy)quinazolin-5-yl]-2,6-dimethyl-piperazine-1-carboxylate